C1(CC1)C1=NC=NC(=C1C=1N=C(C2=C(N1)N=CC=C2)OCC2=CC=C(C=C2)C=2N(C=C(N2)C(F)(F)F)CCO)OC 2-(2-(4-(((2-(4-cyclopropyl-6-methoxypyrimidin-5-yl)pyrido[2,3-d]pyrimidin-4-yl)oxy)methyl)phenyl)-4-(trifluoromethyl)-1H-imidazol-1-yl)ethan-1-ol